7-Bromo-8-chloro-5-(2-methylpyridin-3-yl)imidazo[1,2-a]Quinoxaline-4(5H)-on BrC=1C=C2N(C(C=3N(C2=CC1Cl)C=CN3)=O)C=3C(=NC=CC3)C